FC1(C[C@@H](CC1)NC1=NN2C(C(=N1)OC)=C(C=C2)C=2C=NC=1N(C2)C=CN1)F (R)-N-(3,3-difluorocyclopentyl)-5-(imidazo[1,2-a]pyrimidin-6-yl)-4-methoxypyrrolo[2,1-f][1,2,4]triazin-2-amine